NC=1N=NNC1 4-Amino-triazole